5-chloro-1-methyl-1H-pyrrolo[3,2-b]pyridine-3-carbonitrile ClC1=CC=C2C(=N1)C(=CN2C)C#N